C1(CCC1)C=1C=CC(=NC1)CC(=O)NC1=CC(=CC=C1)[C@H](C)NC=1C=NC=2C(N1)=NN(C2)CC (S)-2-(5-cyclobutylpyridin-2-yl)-N-(3-(1-((2-ethyl-2H-pyrazolo[3,4-b]pyrazin-6-yl)amino)ethyl)phenyl)acetamide